C(C)(C)(C)C1=C2CCC(C2=C(C(=C1)C(C)(C)C)O)=O 4,6-di-tert-butyl-7-hydroxy-2,3-dihydro-1-indenone